C12(CC(C1)C2)NC(=O)C=2C(=C(C(=NC2)Cl)C2=CC(=CC(=C2)F)F)N2C[C@@](CC2)(C)NC(OC(C)(C)C)=O tert-butyl (S)-(1-(5-(bicyclo[1.1.1]pentan-1-ylcarbamoyl)-2-chloro-3-(3,5-difluorophenyl)pyridin-4-yl)-3-methylpyrrolidin-3-yl)carbamate